FC1=C(C=CC(=C1)F)C1=NC=CC=C1C(=O)N 2-(2,4-difluorophenyl)pyridine-3-carboxamide